(R)-(+)-1,1'-Bi(2-naphthol) C1=CC=C2C(=C1)C=CC(=C2C3=C(C=CC4=CC=CC=C43)O)O